3-[6-(4-methylpiperazin-1-yl)-[1,2,4]triazolo[4,3-b]pyridazin-3-yl]propanamide CN1CCN(CC1)C=1C=CC=2N(N1)C(=NN2)CCC(=O)N